1-[3-(4-bromophenyl)-4,5-dihydro-5-phenyl-1h-pyrazol-1-yl]-2-chloro-ethanone BrC1=CC=C(C=C1)C1=NN(C(C1)C1=CC=CC=C1)C(CCl)=O